FC1=C(C=CC=C1)C1=NCC2=C(C3=C1C=C(C=C3)OC)N=CN=C2 7-(2-Fluoro-phenyl)-9-methoxy-5H-benzo[c]pyrimido[4,5-e]azepin